COC1[C@H]([C@H](C([C@H]([C@@H]1O)O)O)O)O The molecule is a member of the class of methyl myo-inositols that is cyclohexane-1,2,3,4,5-pentol substituted by a methoxy group at position 6 (the 1S,2R,3R,4S,5S,6R-isomer). It has a role as a plant metabolite.